C(#N)[C@H]1N(CC(C1)(F)F)C(CNC(=O)C1=CC=NC2=CC=C(C=C12)C=1C=CC(=C(OC2CCN(CC2)C(=O)OC(C)(C)C)C1)OC)=O (S)-tert-butyl 4-(5-(4-(2-(2-cyano-4,4-difluoropyrrolidin-1-yl)-2-oxoethylcarbamoyl)quinolin-6-yl)-2-methoxyphenoxy)piperidine-1-carboxylate